BrC1=C(C=C2C=NN(C2=C1)C1OCCCC1)Cl 6-bromo-5-chloro-1-tetrahydropyran-2-yl-indazole